C(C)(=O)NC=1C=C(C(=NC1)N1N=CC=N1)C(=O)N[C@@H]1[C@H](CCC1)COC1=CC=C(C=C1)F 5-acetamido-N-[(1S,2S)-2-[(4-fluorophenoxy)methyl]cyclopentyl]-2-(triazol-2-yl)pyridine-3-carboxamide